1-(5-fluoro-2-hydroxymethylphenyl)-3-(3-trifluoromethylsulphanylphenyl)urea FC=1C=CC(=C(C1)NC(=O)NC1=CC(=CC=C1)SC(F)(F)F)CO